CNC(=O)C=1N(C(=CC1O[C@@H](C)C1=CC=CC=C1)C1=CC=CC=C1)COCC[Si](C)(C)C (S)-N-methyl-5-phenyl-3-(1-phenylethoxy)-1-((2-(trimethylsilyl)ethoxy)methyl)-1H-pyrrole-2-carboxamide